3-Cyano-N-[3-fluoro-4-(2-{1H-pyrazolo[3,4-b]pyridin-5-yl}ethynyl)pyridin-2-yl]benzene-1-sulfonamide C(#N)C=1C=C(C=CC1)S(=O)(=O)NC1=NC=CC(=C1F)C#CC=1C=C2C(=NC1)NN=C2